4-methoxybenzoic acid [4-(3-propyl) benzylidene-2-pentyl] ester CCCC1=CC=C(C=CCCC(C)OC(C2=CC=C(C=C2)OC)=O)C=C1